C(C)(C)(C)OC(=O)N1CC2C(C1)CNC2.C(C)(=O)C2=C(C=NC(=C2F)N)NC(C2=NC(=CC=C2)C(F)(F)F)=O N-(4-acetyl-6-amino-5-fluoropyridin-3-yl)-6-(trifluoromethyl)picolinamide tert-butyl-2,3,3a,4,6,6a-hexahydro-1H-pyrrolo[3,4-c]pyrrole-5-carboxylate